Benzyl 4-(4-((4-(4-amino-4-methylpiperidin-1-yl)-5-chloropyrimidin-2-yl)amino)-1H-pyrazol-1-yl)piperidine-1-carboxylate NC1(CCN(CC1)C1=NC(=NC=C1Cl)NC=1C=NN(C1)C1CCN(CC1)C(=O)OCC1=CC=CC=C1)C